COC1=C(C=C2C=CC=NC2=C1)C(=O)NC 7-methoxy-N-methylquinoline-6-carboxamide